ClC=1C=CC2=C(N(C3=C(CC2)C=CC=C3)CCCCNC/C=C/C(=O)OCC)C1 Ethyl (E)-4-[4-(3-chloro-10,11-dihydro-5H-dibenzo[b,f]azepin-5-yl)butylamino]but-2-enoate